Cl.C[C@H]1CC2C(NC1)C1=C(O2)C=C(C=C1)C(F)(F)F Cis-(3S)-3-methyl-7-(trifluoromethyl)-1,2,3,4,4a,9b-hexahydrobenzofuro[3,2-b]pyridine hydrochloride